4-(3-chlorophenyl)thiosemicarbazide ClC=1C=C(C=CC1)NC(NN)=S